BrC=1N(C=C(N1)CN1C(N=C(C2=CC=C(C=C12)C(F)(F)F)Cl)=O)COCC[Si](C)(C)C 1-((2-bromo-1-((2-(trimethylsilyl)ethoxy)methyl)-1H-imidazol-4-yl)methyl)-4-chloro-7-(trifluoromethyl)quinazolin-2(1H)-one